CC(=O)CC Methyl-Ethyl Ketone